N1(C(CC1)CCCCCC(=O)[O-])CCCCCC(=O)OCCCN(CCCCCC(OCCCCCCCCCCC)=O)CCCCO (3-((4-hydroxybutyl) (6-oxo-6-(undecyloxy) hexyl) amino) propyl) azetidinedihexanoate